FC(C=1N=COC1C(=O)N1[C@@H](C2=C(CC1)NC=N2)C2=NN1C(C=CC=C1)=C2)F (S)-(4-(difluoromethyl)oxazol-5-yl)(4-(pyrazolo[1,5-a]pyridin-2-yl)-6,7-dihydro-1H-imidazo[4,5-c]pyridin-5(4H)-yl)methanone